(1-(4-(6-(Difluoromethyl)imidazo[1,2-b]pyridazin-3-yl)pyridin-2-yl)piperidin-3-yl)methanesulfonamide FC(C=1C=CC=2N(N1)C(=CN2)C2=CC(=NC=C2)N2CC(CCC2)CS(=O)(=O)N)F